O1[N+]([O-])=C(C=N1)C(=O)O.[N+](=O)([O-])C1=C(C=CC=C1)[N+](=O)[O-] dinitrobenzene furoxanate